C(CCCCCCCC)C=1OCCCN1 2-nonyl-4,5-dihydro-1,3-oxazine